(1R)-N-(7-chloro-6-(4-((R)-3-methyltetrahydrofuran-3-yl)piperazin-1-yl)isoquinolin-3-yl)-6-oxaspiro[2.5]octane-1-carboxamide ClC1=C(C=C2C=C(N=CC2=C1)NC(=O)[C@@H]1CC12CCOCC2)N2CCN(CC2)[C@]2(COCC2)C